2-methyl-4-((1-(2-methyl-3-(trifluoromethyl)phenyl)ethyl)amino)pyridin-3,4-d CC1=NC=CC(C1[2H])([2H])NC(C)C1=C(C(=CC=C1)C(F)(F)F)C